4-(7-chloro-1H-pyrrolo[3,2-c]pyridin-4-yl)-N-(4-hydroxy-bicyclo[2.2.2]oct-1-yl)benzamide ClC=1C2=C(C(=NC1)C1=CC=C(C(=O)NC34CCC(CC3)(CC4)O)C=C1)C=CN2